N-methylpent-4-ynamide CNC(CCC#C)=O